5-(bromomethyl)-3-fluorobenzonitrile BrCC=1C=C(C=C(C#N)C1)F